2-nitro-1,3-propylene glycol [N+](=O)([O-])C(CO)CO